tert-butyl (R)-(3-(3-(difluoromethyl)phenyl)-5-hydroxypentyl)(methyl)carbamate FC(C=1C=C(C=CC1)[C@H](CCN(C(OC(C)(C)C)=O)C)CCO)F